N-(2-fluoro-5-(6-((5-methylthiazol-2-yl)amino)-4-(morpholinomethyl)pyridin-2-yl)phenyl)acrylamide FC1=C(C=C(C=C1)C1=NC(=CC(=C1)CN1CCOCC1)NC=1SC(=CN1)C)NC(C=C)=O